C(C1=CC=CC=C1)N1[C@H](CC([C@@H](C1)C)O)C1=CC=CC=C1 |r| rac-(2R,5R)-1-benzyl-5-methyl-2-phenylpiperidin-4-Ol